BOCtoluene ethyl-4-((tosylimino)methyl)benzoate C(C)OC(C1=CC=C(C=C1)C=NS(=O)(=O)C1=CC=C(C)C=C1)=O.C(=O)(OC(C)(C)C)CC1=CC=CC=C1